ClC1=C(C=CC=C1Cl)C1=NNC2=NC(=CN=C21)N2CCC(CC2)(C)NC(=N)N N-{1-[3-(2,3-dichlorophenyl)-1H-pyrazolo[3,4-b]pyrazin-6-yl]-4-methylpiperidin-4-yl}guanidine